sodium (2,4,6-trimethylbenzoyl)phenylphosphine oxide CC1=C(C(=O)P(C2=CC=CC=C2)=O)C(=CC(=C1)C)C.[Na]